(S)-2-(4-amino-2,6-difluorobenzoylamino)-3-(8-(4-(ethoxymethyl)-2,6-dimethoxyphenyl)quinolin-5-yl)propionic acid NC1=CC(=C(C(=O)N[C@H](C(=O)O)CC2=C3C=CC=NC3=C(C=C2)C2=C(C=C(C=C2OC)COCC)OC)C(=C1)F)F